1-decyl-2,3-dimethylimidazole C(CCCCCCCCC)N1C(N(C=C1)C)C